tert-butyl ((trans)-3-aminocyclobutyl)(methyl)carbamate N[C@@H]1C[C@H](C1)N(C(OC(C)(C)C)=O)C